ClC=1C=C(C=CC1F)NC1=NC=NC2=CC(=C(C=C12)NC(\C=C\CN1CCCCC1)=O)OC (E)-N-(4-((3-chloro-4-fluorophenyl)amino)-7-methoxyquinazolin-6-yl)-4-(piperidin-1-yl)but-2-enamide